COC(C1=CC=C(C=C1)[C@H]1O[C@@H]([C@H]([C@H]([C@@H]1O)OCC1=CC=CC=C1)OCC1=CC=CC=C1)OC)=O 4-((2r,3r,4s,5s,6s)-4,5-bis(benzyloxy)-3-hydroxy-6-methoxytetrahydro-2H-pyran-2-yl)benzoic acid methyl ester